tert-butyl (2R,5S)-4-(6-cyano-1-methyl-2-oxo-1,2-dihydroquinazolin-4-yl)-2-ethyl-5-methylpiperazine-1-carboxylate C(#N)C=1C=C2C(=NC(N(C2=CC1)C)=O)N1C[C@H](N(C[C@@H]1C)C(=O)OC(C)(C)C)CC